FC(C1=CC=C2C(=CC=NC2=C1)SCC1CCC(CC1)C=O)(F)F 4-(((7-(Trifluoromethyl)quinolin-4-yl)thio)methyl)cyclohexane-1-carbaldehyde